5-[7-difluoromethyl-6-(1-methyl-1H-pyrazol-4-yl)-3,4-dihydro-2H-quinolin-1-yl]-[1,6]Naphthyridine-7-carboxylic acid methyl ester COC(=O)C1=NC(=C2C=CC=NC2=C1)N1CCCC2=CC(=C(C=C12)C(F)F)C=1C=NN(C1)C